3,3':6',3''-tercarbazole C1=CC(=CC=2C3=CC=CC=C3NC12)C=1C=CC=2N=C3C=CC(C=C3C2C1)=C1C=CC2=NC3=CC=CC=C3C2=C1